(5-(Aminomethyl)-2-ethynylphenyl)dimethylphosphine oxide NCC=1C=CC(=C(C1)P(C)(C)=O)C#C